(R)-2-amino-3-phenyl-N-(3,5-dimethoxyphenyl)-propionamide N[C@@H](C(=O)NC1=CC(=CC(=C1)OC)OC)CC1=CC=CC=C1